4-[1-(6-fluoro-2,3-dihydro-1H-inden-4-yl)ethyl]-1H-imidazole FC1=CC(=C2CCCC2=C1)C(C)C=1N=CNC1